FC1=C(C=C(C=C1)NC(OC(C)(C)C)=O)NC(=O)C=1C=NN2C1C=NC(=C2)C=2C=NN(C2)C tert-butyl (4-fluoro-3-(6-(1-methyl-1H-pyrazol-4-yl)pyrazolo[1,5-a]pyrazine-3-carboxamido)phenyl)carbamate